1-oxo-1H-inden-6-yl acetate C(C)(=O)OC1=CC=C2C=CC(C2=C1)=O